[Na+].[Na+].[Na+].OC1=C(C(=CC2=CC(=CC(=C12)O)S(=O)(=O)[O-])S(=O)(=O)[O-])N=NC1=C(C=CC=C1)[As](O)(=O)[O-] 2-(1,8-Dihydroxy-3,6-disulfo-2-naphthylazo)benzenearsonic acid trisodium salt